C(C1=CC=CC=C1)NCC1=NC=C(C=C1)F N-benzyl-1-(5-fluoropyridin-2-yl)methanamine